C1(=CC=CC=C1)C1=NOC=C1 3-phenyl-isoxazole